NCCCNC(=O)N1CCC(CC1)C=1C=C2C(=C(NC2=CC1)C=1C(=C(C=2N(C1)N=CN2)C)C)C(C)C N-(3-aminopropyl)-4-(2-(7,8-dimethyl-[1,2,4]triazolo[1,5-a]pyridin-6-yl)-3-isopropyl-1H-indol-5-yl)piperidine-1-carboxamide